ClC=1C=CC2=C(C=C(O2)C=2OC(=NN2)SSC2CCCCC2)C1 2-(5-chlorobenzofuran-2-yl)-5-(cyclohexyldithio)-1,3,4-oxadiazole